2-chloro-N-(3-chloro-4-fluorophenyl)-1-methyl-4-(5-oxooctahydropentalen-2-yl)-1H-imidazole-5-carboxamide ClC=1N(C(=C(N1)C1CC2CC(CC2C1)=O)C(=O)NC1=CC(=C(C=C1)F)Cl)C